pentaerythritol tetrathiolactate C(C(O)C)(=S)OCC(COC(C(O)C)=S)(COC(C(O)C)=S)COC(C(O)C)=S